OC1=C(C=CC=C1)C=1C=C2C(=NN1)NCC1N2CCN(C1)CC1CCN(CC1)CCC(=O)OC(C)(C)C tert-butyl 3-(4-((2-(2-hydroxyphenyl)-5,6,6a,7,9,10-hexahydro-8H-pyrazino[1',2':4,5]pyrazino[2,3-c]pyridazin-8-yl)methyl)piperidin-1-yl)propanoate